N-(2,4-dichloro-3-iodophenyl)-N-((2-(trimethylsilyl)ethoxy)methyl)-propane-1-sulfonamide ClC1=C(C=CC(=C1I)Cl)N(S(=O)(=O)CCC)COCC[Si](C)(C)C